4-(4,5-Bis(difluoromethyl)-6-(((cis)-3-hydroxy-3-methylcyclobutyl)amino)pyridazin-3-yl)-3-(ethoxymethoxy)benzaldehyde FC(C1=C(N=NC(=C1C(F)F)NC1CC(C1)(C)O)C1=C(C=C(C=O)C=C1)OCOCC)F